dicyclohexyl[2',4',6'-tris(isopropyl)-3,6-dimethoxy-2-biphenylyl]phosphine C1(CCCCC1)P(C1=C(C(=CC=C1OC)OC)C1=C(C=C(C=C1C(C)C)C(C)C)C(C)C)C1CCCCC1